tert-butyl 2-{2-[6,6-dimethyl-1-(oxan-2-yl)-5,7-dihydro-4H-indazol-3-yl]-1H-indol-6-yl}-1-oxo-2,8-diazaspiro[4.5]decane-8-carboxylate CC1(CCC=2C(=NN(C2C1)C1OCCCC1)C=1NC2=CC(=CC=C2C1)N1C(C2(CC1)CCN(CC2)C(=O)OC(C)(C)C)=O)C